sodium 2-fluoroethane FCC.[Na]